4-fluoro-7-(4-(1-methyl-1H-imidazol-4-yl)benzyl)-2,3-dihydrobenzofuran-5-carboxylic acid sodium salt [Na+].FC1=C(C=C(C2=C1CCO2)CC2=CC=C(C=C2)C=2N=CN(C2)C)C(=O)[O-]